ClC1=C(C=C(C=C1)F)C1(NC(C2=C1C(=CC1=CN(N=C21)C)C2=C(C(=O)N)C=C(C=C2F)C(F)(F)F)=O)O (6-(2-chloro-5-fluorophenyl)-6-hydroxy-2-methyl-8-oxo-2,6,7,8-tetrahydropyrrolo[3,4-g]indazol-5-yl)-3-fluoro-5-(trifluoromethyl)benzamide